4-(6-methyl-1,2,3,4-tetrahydroquinolin-2-yl)isoxazole CC=1C=C2CCC(NC2=CC1)C=1C=NOC1